FC=1C(=C(C(=CC1)C(C)C)NC(=O)N=[S@](=O)(N)C1=CN=C(S1)C(C)(C)O)C(C)C (R)-N'-((3-fluoro-2,6-diisopropyl-phenyl)carbamoyl)-2-(2-hydroxy-propan-2-yl)thiazole-5-sulfonimidamide